3-((1-benzyl-5-(1-(2,5-dimethoxyphenyl)-1H-pyrazol-4-yl)piperidin-3-yl)oxy)aniline C(C1=CC=CC=C1)N1CC(CC(C1)C=1C=NN(C1)C1=C(C=CC(=C1)OC)OC)OC=1C=C(N)C=CC1